COC=1C=C2[C@H](CCOC2=CC1)N1C(C2=CC(=CC(=C2CC1)C=1C(=NN(C1)C)C(F)(F)F)C(=O)OC)=O Methyl (S)-2-(6-methoxychroman-4-yl)-5-(1-methyl-3-(trifluoromethyl)-1H-pyrazol-4-yl)-1-oxo-1,2,3,4-tetrahydroisoquinoline-7-carboxylate